N-(5-(6,7-dimethoxyquinazolin-4-yl)pentyl)sulfamide tert-butyl-4-(2-bromo-3-methoxybenzyl)-4-cyanopiperidine-1-carboxylate C(C)(C)(C)OC(=O)N1CCC(CC1)(C#N)CC1=C(C(=CC=C1)OC)Br.COC=1C=C2C(=NC=NC2=CC1OC)CCCCCNS(=O)(=O)N